C(C)(=O)O[C@H]\1C[C@@]2([C@]3(CC[C@H]4[C@@H]([C@@H](CC[C@@]4([C@@H]3[C@@H](C[C@H]2/C1=C(/C(=O)O)\CCCC(C)C)O)C)O)C)C)C (Z)-2-((3R,4S,5S,8S,9S,10S,11R,13R,14S,16S)-16-acetoxy-3,11-dihydroxy-4,8,10,14-tetramethylhexadecahydro-17H-cyclopenta[a]phenanthren-17-ylidene)-6-methylheptanoic acid